BrC(C(C(=O)OCC)=O)CC1=CC(=CC=C1)Cl ethyl 3-bromo-4-(3-chlorophenyl)-2-oxobutanoate